COC1=C(C=CC(=C1)[N+](=O)[O-])N1[NH2+]C(=NN1C1=CC=C(C=C1)[N+](=O)[O-])C1=C(C=C(C=C1)S(=O)(=O)O)S(=O)(=O)O 2-(2-methoxy-4-nitrophenyl)-3-(4-nitrophenyl)-5-(2,4-disulphophenyl)-2H-tetrazolium